(3-(2-(5-chloro-1H-pyrazolo[3,4-b]pyridin-3-yl)-7H-pyrrolo[2,3-d]pyrimidin-7-yl)bicyclo[2.2.2]oct-5-en-2-yl)phosphonic acid ClC=1C=C2C(=NC1)NN=C2C=2N=CC1=C(N2)N(C=C1)C1C(C2C=CC1CC2)P(O)(O)=O